COC1=CC=C(C=N1)[C@H](CC(=O)O)NC(=O)C1CN(C1)CCC1=NC=2NCCCC2C=C1 (S)-3-(6-methoxypyridin-3-yl)-3-(1-(2-(5,6,7,8-tetrahydro-1,8-naphthyridin-2-yl)ethyl)azetidine-3-carboxamido)propionic acid